dimethyl-[1-(4-methylphenyl)ethyl]sulfonium bromide [Br-].C[S+](C(C)C1=CC=C(C=C1)C)C